ClC1=C(C=CC=C1)C(=O)C=1C=NC(=CC1NC1=NN(C(=C1[N+](=O)[O-])C)CC1=CC=C(C=C1)OC)N1CCN(CC1)C (2-chlorophenyl)(4-((1-(4-methoxybenzyl)-5-methyl-4-nitro-1H-pyrazol-3-yl)amino)-6-(4-methylpiperazin-1-yl)pyridin-3-yl)methanone